6-(2-(2,4-Difluorophenyl)-5,6-dihydro-4H-pyrrolo[1,2-b]pyrazol-3-yl)quinoxaline FC1=C(C=CC(=C1)F)C=1C(=C2N(N1)CCC2)C=2C=C1N=CC=NC1=CC2